(4-(1-(2,6-dichlorophenyl)azetidin-3-yl)-2-fluoro-6-methyl-phenyl)methanol ClC1=C(C(=CC=C1)Cl)N1CC(C1)C1=CC(=C(C(=C1)C)CO)F